2,3-EPOXYPROPANOIC ACID C(C1CO1)(=O)O